(7R,8R,9S,13S,14S,17S)-13-methyl-7-(9-((4,4,5,5,5-Pentafluoropentyl)sulfinyl)nonyl)-7,8,9,11,12,13,14,15,16,17-decahydro-6H-cyclopenta[a]phenanthrene C[C@@]12CCC[C@H]1[C@H]1[C@@H](CC=3C=CC=CC3[C@H]1CC2)CCCCCCCCCS(=O)CCCC(C(F)(F)F)(F)F